4-bromo-3,5-bis[(methoxymethyl)oxy]benzoic acid methyl ester COC(C1=CC(=C(C(=C1)OCOC)Br)OCOC)=O